S1S[C@@H](CC1)CCCCC(=O)OCCN1CCOCC1 2-(Morpholin-4-yl)ethyl 5-[(3R)-1,2-dithiolan-3-yl]pentanoate